2-methyl-imidazo[1,2-a]pyridine-3-carboxylic acid CC=1N=C2N(C=CC=C2)C1C(=O)O